FC1=C(C=C(C=C1)N1N=CN=C1C=1C=C(C2=C(N(C=N2)COCC[Si](C)(C)C)C1)C)OC 2-[[6-[2-(4-fluoro-3-methoxy-phenyl)-1,2,4-triazol-3-yl]-4-methyl-benzimidazol-1-yl]methoxy]ethyl-trimethyl-silane